CC=1C=CC2=C3C(C(C(=C2C1)OC(=O)OC)=O)=C1C=CC=CC1=C(C3=O)OC(=O)OC 2-methyl-5,11-dioxo-6,12-bis(methoxycarbonyloxy)naphthonaphthalene